1-(5-(3-(2,6-difluoro-3,5-dimethoxyphenyl)-2-oxo-1-(pyridin-3-yl)-1,2,3,4-tetrahydropyrido[4,3-d]pyrimidin-7-yl)pyridin-2-yl)cyclobutanecarbonitrile FC1=C(C(=C(C=C1OC)OC)F)N1C(N(C2=C(C1)C=NC(=C2)C=2C=CC(=NC2)C2(CCC2)C#N)C=2C=NC=CC2)=O